N-(4-((2-(1,1-difluoroethyl)-6-ethylpyrimidin-4-yl)amino)-5-(pyrimidin-4-yl)pyridin-2-yl)acetamide FC(C)(F)C1=NC(=CC(=N1)NC1=CC(=NC=C1C1=NC=NC=C1)NC(C)=O)CC